NC/C(/CN1N=CN(C1=O)CC=1SC(=CC1)C1=CC=C(C=C1)C1=NN=CN1)=C/F 2-[(2Z)-2-(aminomethyl)-3-fluoroprop-2-en-1-yl]-4-(5-[4-(4H-1,2,4-triazol-3-yl)phenyl]thiophen-2-ylmethyl)-2,4-dihydro-3H-1,2,4-triazol-3-one